5-{[4-(2-hydroxyethyl)piperazin-1-yl]carbonyl}-N,N,2-trimethyl-6-oxo-1-[3-(trifluoromethyl)phenyl]-1,6-dihydropyridine-3-carboxamide OCCN1CCN(CC1)C(=O)C1=CC(=C(N(C1=O)C1=CC(=CC=C1)C(F)(F)F)C)C(=O)N(C)C